1-(4-acryloylpiperazin-1-yl)-3-(4-(methylsulfonyl)piperazin-1-yl)-6-(naphthalen-1-yl)-5,6,7,8-tetrahydro-2,6-naphthyridine-4-carbonitrile C(C=C)(=O)N1CCN(CC1)C1=NC(=C(C=2CN(CCC12)C1=CC=CC2=CC=CC=C12)C#N)N1CCN(CC1)S(=O)(=O)C